(7E,9Z)-7,9-Dodecadien-1-ol acetate C(C)(=O)OCCCCCC\C=C\C=C/CC